1-(7-hydroxy-2,6-dimethyl-1-naphthyl)-4-methyl-3-pentanone OC1=C(C=C2C=CC(=C(C2=C1)CCC(C(C)C)=O)C)C